BrC=1N=C(N2N=CN=C(C21)N)C2CCC1(OCCO1)CC2 5-bromo-7-(1,4-dioxaspiro[4.5]decan-8-yl)imidazo[5,1-f][1,2,4]triazin-4-amine